1-{[(4-bromo-3-fluoro-2-thienyl)carbonyl]Amino}cyclopropanecarboxylic acid ethyl ester C(C)OC(=O)C1(CC1)NC(=O)C=1SC=C(C1F)Br